(E)-4-(1,2-dibromovinyl)benzonitrile Br\C(=C\Br)\C1=CC=C(C#N)C=C1